BrC=1N(C2=NC(=NC(=C2N1)N1CCOCC1)Cl)CC 4-(8-bromo-2-chloro-9-ethyl-9H-purin-6-yl)morpholine